6,8-disulfonaphthyl-(disulfonaphthalene) S(=O)(=O)(O)C=1C=C2C=CC=C(C2=C(C1)S(=O)(=O)O)C=1C(=C(C2=CC=CC=C2C1)S(=O)(=O)O)S(=O)(=O)O